2-(3-fluoro-4-(trifluoromethyl)phenyl)-N-(4-((7-Methyl-7H-pyrrolo[2,3-D]pyrimidin-4-yl)oxy)phenyl)acetamide FC=1C=C(C=CC1C(F)(F)F)CC(=O)NC1=CC=C(C=C1)OC=1C2=C(N=CN1)N(C=C2)C